BrC=1C(=C2C(=NC1)NCC21CCC(CC1)(C(=O)O)S(=O)(=O)C)Cl 5'-Bromo-4'-chloro-4-(methylsulfonyl)-1',2'-dihydrospiro[cyclohexane-1,3'-pyrrolo[2,3-b]pyridine]-4-carboxylic acid